OCCCCCCCCCCCCCCCCCCCCCCC(=O)O 23-Hydroxy-tricosanoic acid